C([C@H]1CCCO1)N |r| (R/S)-tetrahydrofurfurylamine